cerium (IV)-cerium (III) oxide [O-2].[Ce+3].[Ce+4]